5-(diethoxymethyl)-3-bromothiophene C(C)OC(C1=CC(=CS1)Br)OCC